C(CCCC1=NN=C(S1)C(=O)NCC1=NC=CC(=C1)OC)C1=NN=C(S1)C(=O)NCC1=NC=CC(=C1)OC 5,5'-(butane-1,4-diyl)bis(N-((4-methoxypyridin-2-yl)methyl)-1,3,4-thiadiazole-2-carboxamide)